NC(C(=O)O)(C(C)(S)C)S 2-amino-3-methyl-3-mercapto(sulfanyl)butanoic acid